C1(CCC1)OC(C1=CC=CC=C1)=O benzoic acid cyclobutyl ester